2-(4-Phenoxyphenyl)-4H-pyrazolo[1',5':1,2]imidazo[4,5-c]pyridine-3-carboxamide O(C1=CC=CC=C1)C1=CC=C(C=C1)C1=NN2C(NC=3C=NC=CC32)=C1C(=O)N